naphtho[2,3-d]imidazole N1=CNC2=C1C=C1C=CC=CC1=C2